(E)-2-(((4-ethoxy-4-oxobut-2-en-1-yl) thio) (4-isopropylphenyl) methyl)-2-hydroxymalonate C(C)OC(/C=C/CSC(C(C(=O)[O-])(C(=O)[O-])O)C1=CC=C(C=C1)C(C)C)=O